ClC1=C(C(=O)N[C@@]2(CCC3=NC4=C(N3C2)C=CC(=C4)C)C4=CC(=CC=C4)C(F)(F)F)C=CC(=C1)N1N=C(N=C1)C 2-chloro-4-(3-methyl-1H-1,2,4-triazol-1-yl)-N-{(2S)-7-methyl-2-[3-(trifluoromethyl)phenyl]-1,2,3,4-tetrahydropyrido[1,2-a]benzimidazol-2-yl}benzamide